C(#N)C=1C=NN2C1C(=CC(=C2)C=2C=NN(C2)C)OCC2=CC(=NC=C2)NC(C=C)=O N-(4-(((3-cyano-6-(1-methyl-1H-pyrazol-4-yl)pyrazolo[1,5-a]pyridin-4-yl)oxy)methyl)pyridin-2-yl)acrylamide